FC=1C=CC(=C(N)C1)COCC(F)(F)F 5-fluoro-2-((2,2,2-trifluoroethoxy)methyl)aniline